[13CH3]O [13C]methanol